2-ethyl-5-(m-sulfophenyl)isoxazolium hydroxide [OH-].C(C)[N+]=1OC(=CC1)C1=CC(=CC=C1)S(=O)(=O)O